C(C=C)(=O)NC(CS(=O)(=O)O)(C)C.[Li] lithium 2-acrylamido-2-methyl-1-propanesulfonic acid